(S)-8-(2-fluoro-4-(trifluoromethyl)phenyl)-2,3-dimethyl-6-(6-(1-methyl-1H-pyrazol-4-yl)-5-oxa-8-azaspiro[3.5]nonan-8-yl)pyrido[3,4-d]pyrimidin-4(3H)-one FC1=C(C=CC(=C1)C(F)(F)F)C1=NC(=CC2=C1N=C(N(C2=O)C)C)N2C[C@@H](OC1(CCC1)C2)C=2C=NN(C2)C